1-(benzenesulfonyl)-5,7-dimethyl-pyrrolo[2,3-c]pyridine C1(=CC=CC=C1)S(=O)(=O)N1C=CC=2C1=C(N=C(C2)C)C